(S)-N-(1-(8-Chloro-7-(2-methylthiazol-5-yl)quinolin-5-yl)cyclopropyl)-2-methyl-5-((1-methylazetidin-2-yl)methoxy)benzamide ClC=1C(=CC(=C2C=CC=NC12)C1(CC1)NC(C1=C(C=CC(=C1)OC[C@H]1N(CC1)C)C)=O)C1=CN=C(S1)C